CO[Si](O[Si](OC)(OC)CCCN(CC)CC)(OC)CCCN(CC)CC 3,3'-(1,1,3,3-tetramethoxydisiloxan-1,3-diyl)bis(N,N-diethylpropan-1-amine)